OC(C)(C)C1=CC=C(C#N)C=C1 4-(1-hydroxy-1-methyl-ethyl)benzonitrile